NC1=CC=C(OC2=C(C(=C(C(=C2C(F)(F)F)C(F)(F)F)OC2=CC=C(C=C2)N)C(F)(F)F)C(F)(F)F)C=C1 1,4-bis(4-aminophenoxy)tetrakis(trifluoromethyl)benzene